ClC=1C=C2CC(CC2=CC1)NC1=NC=C(C=N1)C(=O)N1CCC12COCC2 (2-((5-chloro-2,3-dihydro-1H-inden-2-yl)amino)pyrimidin-5-yl)(6-oxa-1-azaspiro[3.4]oct-1-yl)methanone